C(N)(=O)C1(COC1)NC(=O)C1=C(OC2=C1C=C(C=C2)OCC2=CN=C(S2)C)C N-(3-carbamoyloxetan-3-yl)-2-methyl-5-((2-methylthiazol-5-yl)methoxy)benzofuran-3-carboxamide